Cl.C[C@@H]1N(C2=CC=CC=C2[C@@H](C1)NC1=CC=C(C=C1)NC(C)=O)C(CC)=O N-(4-(((2S,4R)-2-methyl-1-propionyl-1,2,3,4-tetrahydroquinolin-4-yl)amino)phenyl)acetamide hydrochloride